N,N'-diphenyl-N,N'-bis(2-naphthalenyl)-(1,1'-biphenyl)-4,4'-diamine C1(=CC=CC=C1)N(C1=CC=C(C=C1)C1=CC=C(C=C1)N(C1=CC2=CC=CC=C2C=C1)C1=CC=CC=C1)C1=CC2=CC=CC=C2C=C1